N-(10,10,10-trifluorodecyl)propionamide FC(CCCCCCCCCNC(CC)=O)(F)F